ClC=1C=CC(=C(C1)C1=CC(N(C=C1OC)C(C(=O)NC1=CC(=C(C=C1)P(=O)(C)C)C(F)F)CC1=CC=CC=C1)=O)N1N=NC(=C1)Cl 2-(4-(5-Chloro-2-(4-chloro-1H-1,2,3-triazol-1-yl)phenyl)-5-methoxy-2-oxopyridine-1(2H)-yl)-N-(3-(difluoromethyl)-4-(dimethylphosphoryl)phenyl)-3-phenylpropanamide